5-(dimethylamino)-N-(prop-2-yn-1-yl)naphthalene-1-sulfonamide CN(C1=C2C=CC=C(C2=CC=C1)S(=O)(=O)NCC#C)C